C(#N)C(=C1CCN(CC1)C(=O)N(CC)CC)C1=CC=C(C=C1)F 4-(cyano(4-fluorophenyl)methylene)-N,N-diethylpiperidine-1-carboxamide